C(C(C)C)C=1C=C2C(=CNC2=CC1)CCNC(C)=O N-[2-(5-Isobutyl-1H-indol-3-yl)ethyl]acetamide